tert-butyl (4-(6-(3-chloro-6-(2-(ethyl(isopropyl)carbamoyl)-4-fluorophenoxy)-1,2,4-triazin-5-yl)-2,6-diazaspiro[3.4]octan-2-yl)-5-methylhexyl)carbamate ClC=1N=NC(=C(N1)N1CC2(CN(C2)C(CCCNC(OC(C)(C)C)=O)C(C)C)CC1)OC1=C(C=C(C=C1)F)C(N(C(C)C)CC)=O